ClC1=NC=C(C(=N1)C1=C(C=2C=NC=C(C2S1)C(C)C)C)F (2-chloro-5-fluoropyrimidin-4-yl)-3-methyl-7-propan-2-yl-thieno[3,2-c]pyridine